N[C@@H](C(=O)N[C@H]1CC[C@@]2([C@H]3CC[C@@]4([C@H](CC[C@@]4([C@@H]3CC[C@@H]2C1)O)C=1C=CC(OC1)=O)C)C)CC(=O)N (R)-2-amino-N1-((3S,5R,8R,9S,10S,13R,14S,17R)-14-hydroxy-10,13-dimethyl-17-(2-oxo-2H-pyran-5-yl)hexadecahydro-1H-cyclopenta[a]phenanthren-3-yl)succinamide